CC(CCCCCCCCCCCCCCCCCC)[SiH](OCCOCC)OCCOCC 2-eicosyl-bis-(2-ethoxyethoxy)silane